N1C=C(C=2C1=CN=CC2)C(=O)O.ClC(C2=NC(=NO2)C2=CC=C(C=C2)C(CNC2=C(C=C(C=C2)F)F)=O)(F)F 1-(4-(5-(chlorodifluoromethyl)-1,2,4-oxadiazol-3-yl)phenyl)-2-((2,4-difluorophenyl)amino)ethan-1-one 1H-pyrrolo[2,3-c]pyridine-3-carboxylate